ethyl 2-[(3-chloro-4-methoxy-phenyl)methyl]-5-hydroxy-pyrazole-3-carboxylate ClC=1C=C(C=CC1OC)CN1N=C(C=C1C(=O)OCC)O